amino-7-cyclopropyl-1-(2-methoxyphenyl)pyrido[2,3-d]pyrimidin-2(1H)-one NC=1C2=C(N(C(N1)=O)C1=C(C=CC=C1)OC)N=C(C=C2)C2CC2